N1C=NC(=C1)C(C)N 1-(1H-imidazol-4-yl)ethylamine